3-(2-decyl-1,3-dioxan-4-yl)-1-(4-methoxyphenyl)propan-1-one C(CCCCCCCCC)C1OCCC(O1)CCC(=O)C1=CC=C(C=C1)OC